(S)-6-(2-(2,3-difluorobenzyl)azepan-1-yl)-4-morpholinopyridin-2(1H)-one FC1=C(C[C@H]2N(CCCCC2)C2=CC(=CC(N2)=O)N2CCOCC2)C=CC=C1F